1-fluoro-2-(2-fluoroethoxy)-ethane FCCOCCF